C(C)(C)(C)[C@@H]1CC=2C=C3C(=NC2CC1)SC(=N3)C(=O)N[C@H](CCN(C)C)C3=CC(=CC=C3)C(NC)=O (7S)-7-tert-butyl-N-[(1R)-3-(dimethylamino)-1-[3-(methylcarbamoyl)phenyl]propyl]-5,6,7,8-tetrahydrothiazolo[5,4-b]quinoline-2-carboxamide